9-cyano-N2,N7-dicyclohexyl-9H-fluorene-2,7-disulfonamide C(#N)C1C2=CC(=CC=C2C=2C=CC(=CC12)S(=O)(=O)NC1CCCCC1)S(=O)(=O)NC1CCCCC1